heptanoyl bromide C(CCCCCC)(=O)Br